8-chloro-N-isopropyl-5-(4-(trifluoromethyl)phenyl)-2-naphthamide ClC=1C=CC(=C2C=CC(=CC12)C(=O)NC(C)C)C1=CC=C(C=C1)C(F)(F)F